diglycerin behenate C(CCCCCCCCCCCCCCCCCCCCC)(=O)O.OCC(O)CO.OCC(O)CO